2-methyl-2-propoxytin (II) CC(C)(C)O[Sn+]